acryloyloxy-propyltriethoxysilane C(C=C)(=O)OC(C)O[Si](OCC)(OCC)CCC